(13Z)-docosan CCCCCCCCCCCCCCCCCCCCCC